1-(4-(1-(2,6-dichlorophenyl)azetidin-3-yl)-2,5-dimethylbenzyl)-3-methylazetidin-3-ol, formic acid salt C(=O)O.ClC1=C(C(=CC=C1)Cl)N1CC(C1)C1=CC(=C(CN2CC(C2)(O)C)C=C1C)C